4-[3-(3,4-dichlorobenzyl)-6-(2,2-difluoroethoxy)-2,4-dioxo-3,4-dihydroquinazolin-1(2H)-yl]piperidine ClC=1C=C(CN2C(N(C3=CC=C(C=C3C2=O)OCC(F)F)C2CCNCC2)=O)C=CC1Cl